(1R,3S)-ethyl 3-(1-((1H-indol-2-yl)methyl)-3,7-dimethyl-2,6-dioxo-2,3,6,7-tetrahydro-1H-purin-8-ylamino)cyclopentanecarboxylate N1C(=CC2=CC=CC=C12)CN1C(N(C=2N=C(N(C2C1=O)C)N[C@@H]1C[C@@H](CC1)C(=O)OCC)C)=O